N-t-butoxycarbonyl-1,2-ethylenediamine hydrochloride Cl.C(C)(C)(C)OC(=O)NCCN